CC1=NOC(=C1C(=O)O)C1=NC(=C(C=C1)[N+](=O)[O-])C 3-methyl-5-(6-methyl-5-nitropyridin-2-yl)isoxazole-4-carboxylic acid